NC1=CC=C(C=C1)S(=O)(=O)NC1=CC=C(C=C1)N 4,4'-diaminobenzenesulfonanilide